2-(6-chloro-1H-indol-1-yl)acetic acid ClC1=CC=C2C=CN(C2=C1)CC(=O)O